(S)-2-((2S,5R)-2-carbamoyl-3-methyl-7-oxo-1,6-diazabicyclo[3.2.1]oct-3-en-6-yloxy)-2-fluoroacetate C(N)(=O)[C@H]1N2C(N([C@H](C=C1C)C2)O[C@H](C(=O)[O-])F)=O